(2-chlorophenyl)-4-((2-((4-((3-(((1-(4-(2,6-dioxopiperidin-3-yl)phenyl)piperidin-4-yl)methyl)(methyl)amino)cyclobutyl)carbamoyl)phenyl)amino)-5-fluoropyrimidin-4-yl)amino)benzamide ClC1=C(C=CC=C1)C1=C(C(=O)N)C=CC(=C1)NC1=NC(=NC=C1F)NC1=CC=C(C=C1)C(NC1CC(C1)N(C)CC1CCN(CC1)C1=CC=C(C=C1)C1C(NC(CC1)=O)=O)=O